(1aR,5aR)-2-(2,4-Difluoro-phenyl)-1a,2,5,5a-tetrahydro-1H-2,3-diaza-cyclopropa[a]pentalene-4-carboxylic acid (4-methyl-morpholin-2-ylmethyl)-amide CN1CC(OCC1)CNC(=O)C=1C=2C[C@@H]3[C@H](C2N(N1)C1=C(C=C(C=C1)F)F)C3